3-benzylbenzoic acid-(docosahexaenamidoethyl) ester C(C=CC=CC=CC=CC=CC=CCCCCCCCCC)(=O)NCCOC(C1=CC(=CC=C1)CC1=CC=CC=C1)=O